2,6-dichloro-N-cyclopentyl-5-nitropyrimidin-4-amine ClC1=NC(=C(C(=N1)NC1CCCC1)[N+](=O)[O-])Cl